(6-((2-((2-methoxy-5-(1-methyl-1H-pyrazol-4-yl)-4-(2-methylisoxazolidin-3-yl)phenyl)amino)-7H-pyrrolo[2,3-d]pyrimidin-4-yl)amino)quinoxalin-5-yl)dimethylphosphine oxide COC1=C(C=C(C(=C1)C1N(OCC1)C)C=1C=NN(C1)C)NC=1N=C(C2=C(N1)NC=C2)NC=2C(=C1N=CC=NC1=CC2)P(C)(C)=O